CN1N=C2N(C=CC(=C2)C2=CCOC3=CC(=CC=C23)C2=NN=C3N2CCCCC3)C1=O 2-methyl-7-(7-{5H,6H,7H,8H,9H-[1,2,4]triazolo[4,3-a]azepin-3-yl}-2H-chromen-4-yl)-[1,2,4]triazolo[4,3-a]pyridin-3-one